3-Amino-3-[(3-butoxy-3-oxopropyl)carbamoyl]propanoic acid NC(CC(=O)O)C(NCCC(=O)OCCCC)=O